C(C)S(=O)(=O)C1=NN2C(N=CC(=C2)C2=CC=C(C=C2)F)=C1C1=NC=C(N=C1)OCC(C(F)(F)F)(F)F 2-(ethylsulfonyl)-6-(4-fluorophenyl)-3-(5-(2,2,3,3,3-pentafluoropropoxy)pyrazin-2-yl)pyrazolo[1,5-a]pyrimidine